NC1=C(C=CC2=CC=CC=C12)N=NC=1C=NC(=CC1)C1=CC(=CC=C1)Cl 4-amino-3-[6-(3-chlorophenyl)pyridine-3-ylazo]naphthalene